CN(C1=CC(=CC=C1)NC1C2=C(C=3N(CC1)N=NC3C)C=CC(=C2)C=2C=NN(C2)C)C N1,N1-dimethyl-N3-(1-methyl-9-(1-methyl-1H-pyrazol-4-yl)-6,7-dihydro-5H-benzo[c][1,2,3]triazolo[1,5-a]azepin-7-yl)benzene-1,3-diamine